(4-hydroxy-1-((N-methylacetamido)methyl)-7-phenoxyisoquinoline-3-carbonyl)glycine OC1=C(N=C(C2=CC(=CC=C12)OC1=CC=CC=C1)CN(C(C)=O)C)C(=O)NCC(=O)O